2-Chloro-N-((1-((3,4-difluorophenyl)sulfonyl)piperidin-4-yl)methyl)acetamide ClCC(=O)NCC1CCN(CC1)S(=O)(=O)C1=CC(=C(C=C1)F)F